N-[2-(piperazin-1-yl)-6-(pyrrolidin-1-yl)pyrimidin-4-yl]-1-(propan-2-yl)-1H-pyrazolo[4,3-c]pyridin-6-amine N1(CCNCC1)C1=NC(=CC(=N1)NC1=CC2=C(C=N1)C=NN2C(C)C)N2CCCC2